C1=CC(=CC=C1[C@H](C(=O)O)N)O D-(-)-2-(4-hydroxyphenyl)glycine